(S)-(Z)-3-((3-butyl-7-(methylthio)-1,1-dioxido-5-phenyl-2,3,4,5-tetrahydro-1,5-benzothiazepin-8-yl)oxy)-2-fluoroacrylic acid C(CCC)[C@@H]1CS(C2=C(N(C1)C1=CC=CC=C1)C=C(C(=C2)O\C=C(\C(=O)O)/F)SC)(=O)=O